CN1CCN(CC1)CC=1C=C(C(=CC1)N)N 4-((4-methylpiperazin-1-yl)methyl)benzene-1,2-diamine